CC1=NN(C(=C1)NCC)C1=NC(=C(C(N1)=O)C)C (3-methyl-5-ethylamino-1H-pyrazol-1-yl)-5,6-dimethyl-4(3H)pyrimidinone